monoethyl-furandicarboxylic acid C(C)C=1C(=C(OC1)C(=O)O)C(=O)O